C1(CCCC1)NC1=NC=C2N=C(N(C2=N1)C1CCC(CC1)(C(=O)N)C)NC1=C(C=C(C=C1F)F)F (1s,4s)-4-(2-(cyclopentylamino)-8-(2,4,6-trifluorophenylamino)-9H-purin-9-yl)-1-methylcyclohexanecarboxamide